[Si](C)(C)(C(C)(C)C)O[C@@H](CC(=O)OCC(Cl)(Cl)Cl)C(F)(F)F 2,2,2-trichloroethyl (S)-3-((tert-butyldimethylsilyl)oxy)-4,4,4-trifluorobutanoate